N(=[N+]=[N-])CCCCCCCCNC(COC1=C2C(N(C(C2=CC=C1)=O)C1C(NC(CC1)=O)=O)=O)=O N-(8-azidooctyl)-2-[2-(2,6-dioxo-3-piperidyl)-1,3-dioxo-isoindolin-4-yl]oxy-acetamide